CC=1N=CSC1S(=O)(=O)N1CCC(CC1)C=1C(=CC=2N(C1)N=CN2)C 4-methyl-5-((4-(7-methyl-[1,2,4]triazolo[1,5-a]pyridin-6-yl)piperidin-1-yl)sulfonyl)thiazole